ethyl (5-hydroxy-4-methyl-[3,4'-bipyridine]-6-carbonyl)glycinate OC=1C(=C(C=NC1C(=O)NCC(=O)OCC)C1=CC=NC=C1)C